2-(azetidin-1-ylmethyl)butyric acid N1(CCC1)CC(C(=O)O)CC